6-amino-N-isopentyl-[3,4'-bipyridine]-2'-carboxamide NC1=CC=C(C=N1)C1=CC(=NC=C1)C(=O)NCCC(C)C